FC1=CC=C(C=C1)C1(COC1)NS(=O)(=O)C=1C=C2CCN(CC2=CC1)C(C(C)C)=O N-(3-(4-fluorophenyl)oxetan-3-yl)-2-isobutyryl-1,2,3,4-tetrahydroisoquinoline-6-sulfonamide